N-[(2R)-1,4-Dioxan-2-ylmethyl]-8-methyl-2-(pyridin-3-ylmethyl)-4,5-dihydro-2H-furo[2,3-g]indazol-7-carboxamid O1[C@@H](COCC1)CNC(=O)C1=C(C2=C(CCC3=CN(N=C23)CC=2C=NC=CC2)O1)C